(2-(2-chloroacetamido)-4,5-dimethylphenyl)propenamide ClCC(=O)NC1=C(C=C(C(=C1)C)C)C(C(=O)N)=C